N-(methyl)acryloyl-azepane CC=CC(=O)N1CCCCCC1